NC1CN(C1)C=1N=C(C(=C(C#N)C1)C1=CC(=C(C=C1)OC)F)C1=CC(=C(C=C1)C#N)F 6-(3-aminoazetidin-1-yl)-2-(4-cyano-3-fluorophenyl)-3-(3-fluoro-4-methoxyphenyl)isonicotinonitrile